tert-Butyl (3S)-4-(7-(4-cyanopyridin-2-yl)-5-(2,2-difluorocyclopropyl)-7H-pyrrolo[2,3-d]pyrimidin-4-yl)-3-methylpiperazine-1-carboxylate C(#N)C1=CC(=NC=C1)N1C=C(C2=C1N=CN=C2N2[C@H](CN(CC2)C(=O)OC(C)(C)C)C)C2C(C2)(F)F